amino-2-chloro-N-(1-ethyltetrazol-5-yl)-4-(trifluoromethoxy)benzamide NC=1C(=C(C(=O)NC2=NN=NN2CC)C=CC1OC(F)(F)F)Cl